C[Si](OC\C=C\B1OC(C(O1)(C)C)(C)C)(C)C (E)-trimethyl((3-(4,4,5,5-tetramethyl-1,3,2-dioxaborolan-2-yl)allyl)oxy)silane